(S)-3-(2-(7-chloro-2-(2,2,2-trifluoroacetyl)-1,2,3,4-tetrahydroisoquinolin-6-ylamino)-5-(trifluoromethyl)pyrimidin-4-ylamino)-N-(1-cyclopropyl-2,2,2-trifluoroethyl)-propanamide ClC1=C(C=C2CCN(CC2=C1)C(C(F)(F)F)=O)NC1=NC=C(C(=N1)NCCC(=O)N[C@H](C(F)(F)F)C1CC1)C(F)(F)F